N1(N=NN=C1)C1=CC=C(C=O)C=C1 4-(1H-TETRAZOL-1-YL)-BENZALDEHYDE